BrC1=CC=C(S1)CN1C(NN=C1C)=O 4-((5-bromothiophen-2-yl)methyl)-5-methyl-2,4-dihydro-3H-1,2,4-triazol-3-one